OC(CNC(O[C@@H]1CC[C@H](CC1)C(N(C[C@@H]1CC[C@H](CC1)C1=NC(=C(C=C1)OC)C)C1=NC=CC(=C1)C=1N=C(OC1)C1CC1)=O)=O)C(C)C trans-4-((4-(2-Cyclopropyloxazol-4-yl)pyridin-2-yl)-((trans-4-(5-methoxy-6-methylpyridin-2-yl)cyclohexyl)-methyl)carbamoyl)-cyclohexyl (2-hydroxy-3-methyl-butyl)carbamate